ethyl 5-(2-(4-cyclopropylbenzamido)ethyl)isoxazole-3-carboxylate C1(CC1)C1=CC=C(C(=O)NCCC2=CC(=NO2)C(=O)OCC)C=C1